3-methoxy-4-(methylamino)quinoline-7-carboxylic acid methyl ester COC(=O)C1=CC=C2C(=C(C=NC2=C1)OC)NC